C(CC)SC=1C=CC2=C(NC=N2)C1 6-(Propylthio)-1H-benzoimidazol